CC(CC)(CC)S 3-Methyl-3-Pentanthiol